C(#N)N1C[C@]2(CCC2C1)NC(C1=CC=C(C=C1)C=1C=NC=CC1OC1=CC=CC=C1)=O N-((1R)-3-Cyano-3-azabicyclo[3.2.0]heptan-1-yl)-4-(4-phenoxypyridin-3-yl)benzamid